2-(5-Bromo-2-pyridylazo)-5-(diethyl-amino)phenol BrC=1C=CC(=NC1)N=NC1=C(C=C(C=C1)N(CC)CC)O